FC(C\N=C/1\C(C2=C(S1)C=CC=C2)=O)F (Z)-2-((2,2-difluoroethyl)imino)benzo[b]thiophen-3(2H)-one